CC1(CC(C=2C=NC=3N(C21)N=C(C3)C(F)(F)F)C(=O)O)C 8,8-dimethyl-2-(trifluoromethyl)-7,8-dihydro-6H-cyclopenta[e]pyrazolo[1,5-a]pyrimidine-6-carboxylic acid